tert-butyl 4-(((5-carbamoyl-2-chloropyrimidin-4-yl)amino)methyl)piperidin-1-carboxylate C(N)(=O)C=1C(=NC(=NC1)Cl)NCC1CCN(CC1)C(=O)OC(C)(C)C